FC1=CN=C2N1C=C(C=C2)C2=CNC=1N=CN=CC12 5-(3-fluoroimidazo[1,2-a]pyridin-6-yl)-7H-pyrrolo[2,3-d]pyrimidine